(5Z,8Z,11Z,14Z)-icosatetraen-1-ol CCCCC/C=C\C/C=C\C/C=C\C/C=C\CCCCO